CSCCNC(=O)C1=CC2=C(N=CN2)C=C1 benzoimidazole-5-carboxylic acid (2-methylsulfanyl-ethyl)-amide